3-acetyl-1-(2-((2-((3-chloro-2-fluorobenzyl)amino)-2-oxoethyl)(isopropyl)amino)-2-oxoethyl)-N-(cyclopropylmethyl)-1H-indole-5-carboxamide C(C)(=O)C1=CN(C2=CC=C(C=C12)C(=O)NCC1CC1)CC(=O)N(C(C)C)CC(=O)NCC1=C(C(=CC=C1)Cl)F